[Cl-].CN.[Pb+2].[Cl-] lead methylamine chloride